N-(pyridin-3-yl)-2-(1-(4-(5-(trifluoromethyl)-1,2,4-oxadiazol-3-yl)phenyl)-1H-imidazol-4-yl)acetamide N1=CC(=CC=C1)NC(CC=1N=CN(C1)C1=CC=C(C=C1)C1=NOC(=N1)C(F)(F)F)=O